C(C)(C)(C)OC(=O)N1CCN(CC1)C1=NC=C(C=C1)C1C(NC(CC1)=O)=O 4-[5-(2,6-dioxopiperidin-3-yl)pyridin-2-yl]piperazine-1-carboxylic acid tert-butyl ester